FC(C=1C=C(OC2CC(C2)NC(OC(C)(C)C)=O)C=CC1)(F)F tert-butyl ((1r,3r)-3-(3-(trifluoromethyl)phenoxy)cyclobutyl)carbamate